Copper (II) citric acid C(CC(O)(C(=O)O)CC(=O)O)(=O)O.[Cu+2]